S(=O)(=O)(O)C1=CC=C(C)C=C1.FC=1C(=NC=CC1OC)CNC(=O)C=1C(=NN(C1)CC1=CC=C(C=C1)CN1C(C=CC=C1)=O)COC N-[(3-fluoro-4-methoxypyridin-2-yl)methyl]-3-(methoxymethyl)-1-({4-[(2-oxopyridin-1-yl)methyl]phenyl}methyl)pyrazole-4-carboxamide tosylate